3-(3-hexylureido)propyltriethoxysilane C(CCCCC)NC(NCCC[Si](OCC)(OCC)OCC)=O